C(C)(C)(C)OC(=O)N1CCC(CC1)(O)C1=NC=C(C=C1)C#N 4-(5-cyanopyridin-2-yl)-4-hydroxypiperidine-1-carboxylic acid tert-butyl ester